2,6-dimethoxy-N-(4-methoxy-6-(pyridin-3-yl)benzo[d]isoxazol-3-yl)benzenesulfonamide COC1=C(C(=CC=C1)OC)S(=O)(=O)NC1=NOC2=C1C(=CC(=C2)C=2C=NC=CC2)OC